BrC=1C(=NC=C(C1)Cl)C=O 3-bromo-5-chloropyridineFormaldehyde